(2E)-3-(4-bromophenyl)-1-(piperazin-1-yl)prop-2-en-1-one hydrochloride Cl.BrC1=CC=C(C=C1)/C=C/C(=O)N1CCNCC1